ethyl acetate tert-butyl-2-(6-amino-8-bromo-9H-purin-9-yl)acetate C(C)(C)(C)OC(CN1C2=NC=NC(=C2N=C1Br)N)=O.C(C)(=O)OCC